CC(C#N)(C)C=1C=NC=2N(C1)N=CC2 2-methyl-2-pyrazolo[1,5-a]pyrimidin-6-yl-propanenitrile